ClC=1C=C(C(=NC1)CN1C(OC2=C1C=CC(=C2)C2=C(C(=NC=1C3CCCCN3C(C21)=O)CCC2CCOCC2)C2=CC(=NC=C2)C)=O)F 3-[(5-chloro-3-fluoro-2-pyridyl)methyl]-6-(2-(2-methyl-4-pyridyl)-9-oxo-3-[2-(tetrahydro-2H-pyran-4-yl)ethyl]-5,6,7,8-tetrahydro-9H-4,8a-diazafluoren-1-yl)-1,3-benzoxazol-2(3H)-one